C[Si](OCCCC)(OCCCC)OCCCC methyltrin-butoxysilane